1,3-dioxoisoindolin-2-yl 2-(tetrahydrofuran-2-yl)acetate O1C(CCC1)CC(=O)ON1C(C2=CC=CC=C2C1=O)=O